C(=O)(OC(C)(C)C)NCCCCCCC(=O)O 7-(BOC-amino)heptanoic acid